2,4,5-trimethyl-benzenesulfonic acid CC1=C(C=C(C(=C1)C)C)S(=O)(=O)O